6-({2-[2-(1-propyn-1-yl)-1,3-thiazol-4-yl]-2-propanyl}oxy)-1-hexanol C(#CC)C=1SC=C(N1)C(C)(C)OCCCCCCO